N-(5-Bromo-2-(3-(dimethylamino)propoxy)pyridin-3-yl)benzenesulfonamide BrC=1C=C(C(=NC1)OCCCN(C)C)NS(=O)(=O)C1=CC=CC=C1